2-[2-(4-Fluorophenyl)-3-(pyridin-4-yl)-3H-imidazo[4,5-b]pyridin-5-yl]-2,5-diazabicyclo[2.2.2]octane FC1=CC=C(C=C1)C1=NC=2C(=NC(=CC2)N2C3CNC(C2)CC3)N1C1=CC=NC=C1